tert-butyl (1R,5R,6R)-3-(6-(6-amino-2-methyl-3-(trifluoromethyl)pyridin-4-yl)-5-fluoro-3,4-dimethyl-2,7-naphthyridin-1-yl)-6-hydroxy-3,8-diazabicyclo[3.2.1]octane-8-carboxylate NC1=CC(=C(C(=N1)C)C(F)(F)F)C=1C(=C2C(=C(N=C(C2=CN1)N1C[C@H]2C[C@H]([C@@H](C1)N2C(=O)OC(C)(C)C)O)C)C)F